3-hydroxy-4-methoxycinnamaldehyde OC=1C=C(C=CC=O)C=CC1OC